calcium bis(6-aminohexanoate) NCCCCCC(=O)[O-].NCCCCCC(=O)[O-].[Ca+2]